[Cl-].[Cl-].C1(C=CC=2CCCCC12)[Ti+2]C1C=CC=2CCCCC12 bis(4,5,6,7-tetrahydro-1-indenyl)titanium (IV) dichloride